1-(2-(3-bromophenyl)-2-hydroxyethyl)-3-cyclopentylurea BrC=1C=C(C=CC1)C(CNC(=O)NC1CCCC1)O